CCO 2-ethanol